2,2'-((furan-2,5-diylbis(methanylylidene))bis(azanylylidene))bis(propane-1,3-diol) O1C(=CC=C1C=NC(CO)CO)C=NC(CO)CO